3-((2-(tert-butyl)benzo[d]oxazol-7-yl)thio)propanoic acid C(C)(C)(C)C=1OC2=C(N1)C=CC=C2SCCC(=O)O